glycerol palmitoate C(CCCCCCCCCCCCCCC)(=O)OCC(O)CO